2-(4-fluorophenyl)-5-(trimethylgermyl)pyridine FC1=CC=C(C=C1)C1=NC=C(C=C1)[Ge](C)(C)C